(S)-9-chloro-2-(methylamino)-4-(4-(3-methylpiperazin-1-yl)phenyl)-10H-chromeno[3,2-b]pyridin-10-one ClC=1C=2C(C3=NC(=CC(=C3OC2C=CC1)C1=CC=C(C=C1)N1C[C@@H](NCC1)C)NC)=O